C(C)OCC(C(=O)O)(OCC)OCC (ethoxy)ethoxy(ethoxy)propionic acid